4-(4-chloro-6-(cyclobutyl-(ethyl)amino)pyridinylamino)-2-methylbenzoic acid ClC1=CC(=NC(=C1)N(CC)C1CCC1)NC1=CC(=C(C(=O)O)C=C1)C